N4-cyclopropyl-5-(difluoromethyl)-N2-[1-(2-methylsulfonylethyl)indazol-4-yl]pyrimidine-2,4-diamine C1(CC1)NC1=NC(=NC=C1C(F)F)NC1=C2C=NN(C2=CC=C1)CCS(=O)(=O)C